3-methacryloyloxy-propyl-trimethoxysilane C(C(=C)C)(=O)OCCC[Si](OC)(OC)OC